ClC1=C(C=CC(=C1)CCC=1N=C2N(C=CC(=C2)C=2C(=NOC2C)C)C1NC1CCCCC1)O 2-chloro-4-{2-[3-(cyclohexylamino)-7-(3,5-dimethyl-1,2-oxazol-4-yl)imidazo[1,2-a]pyridin-2-yl]ethyl}phenol